ClC=1C2=C(N=CN1)N(C=C2)S(=O)(=O)C2=CC=C(C)C=C2 4-chloro-7-p-toluenesulfonyl-7H-pyrrolo[2,3-d]pyrimidine